N-[(1R,3s,5S)-1,5-dimethyl-8-azabicyclo[3.2.1]octan-3-yl]-6-(8-fluoro-2-methylimidazo[1,2-a]pyridin-6-yl)-N-methyl[1,3]thiazolo[4,5-c]pyridin-2-amine C[C@]12CC(C[C@](CC1)(N2)C)N(C=2SC1=C(C=NC(=C1)C=1C=C(C=3N(C1)C=C(N3)C)F)N2)C